FC12CC(C1)(C2)NC(N)=O 3-(3-fluorobicyclo[1.1.1]pentan-1-yl)urea